NC1CC(OCC1)C 4-amino-methyl-tetrahydro-pyran